2-((5-(2-(1-Acetamido-4-methylpent-3-yl)-2,6-diazaspiro[3.4]oct-6-yl)-1,2,4-triazin-6-yl)oxy)-N-ethyl-5-fluoro-N-isopropylbenzamide C(C)(=O)NCCC(C(C)C)N1CC2(C1)CN(CC2)C=2N=CN=NC2OC2=C(C(=O)N(C(C)C)CC)C=C(C=C2)F